C(CCC)[SiH](OC(C)C)C n-butyl-methyl-iso-propoxysilane